3-(4-Fluorophenyl)-1,5-dimethyl-pyrazol-4-ol FC1=CC=C(C=C1)C1=NN(C(=C1O)C)C